[3-fluoro-5-(1,1,2,2,3,3,3-heptafluoropropyl)-2-pyridyl]-2-[1-[1-(hydroxymethyl)cyclopropyl]tetrazol-5-yl]sulfanyl-5-nitro-benzamide FC=1C(=NC=C(C1)C(C(C(F)(F)F)(F)F)(F)F)C=1C(=C(C(=O)N)C=C(C1)[N+](=O)[O-])SC1=NN=NN1C1(CC1)CO